5-chloro-6-(1-methylpiperidin-4-yl)-N-phenethyl-1H-benzo[d]imidazole-1-carboxamide ClC1=CC2=C(N(C=N2)C(=O)NCCC2=CC=CC=C2)C=C1C1CCN(CC1)C